ClC1=C(C=CC=C1)C1=CC=C(C=C1)Cl 2,4'-dichlorobiphenyl